(2s,4r)-1-(3-cyano-6-methyl-4-(trifluoromethyl)pyridin-2-yl)-4-hydroxy-N-methyl-N-(m-tolyl)pyrrolidine-2-carboxamide C(#N)C=1C(=NC(=CC1C(F)(F)F)C)N1[C@@H](C[C@H](C1)O)C(=O)N(C=1C=C(C=CC1)C)C